COC(CC1=C(C=C(C=C1)C#N)Cl)=O 2-(2-Chloro-4-cyanophenyl)acetic acid methyl ester